N-benzylenemethylamine C(C1=CC=CC=C1)=NC